FC=1C=C2C=C(NC2=CC1)C(CC)O 1-(5-fluoro-1H-indol-2-yl)propan-1-ol